3,9-bis[1,1-dimethyl-2-{β-(3-t-butyl-4-hydroxy-5-methylphenyl)propionyloxy}ethyl]2,4,8,10-tetraoxaspiro[5.5]undecane CC(COC(CCC1=CC(=C(C(=C1)C)O)C(C)(C)C)=O)(C)C1OCC2(CO1)COC(OC2)C(COC(CCC2=CC(=C(C(=C2)C)O)C(C)(C)C)=O)(C)C